ClC1=C(C=CC=C1)C1=C(C(=CC=C1)C1=NC(=C(C=C1)CNCC1NC(CC1)=O)OC)Cl 2,2'-dichloro-3'-(6-methoxy-5-((((5-oxopyrrolidin-2-yl)methyl)amino)methyl)pyridin-2-yl)-[1,1'-biphenyl]